1-benzyl-6-methylpyridin-2(1H)-one C(C1=CC=CC=C1)N1C(C=CC=C1C)=O